FC1=C(CN)C=C(C=C1)F 2,5-difluorobenzyl-amine